(1R,5S,6R)-3-[3-(propan-2-yl)-1H-pyrazole-5-carbonyl]-6-({[2-(trifluoromethyl)pyridin-3-yl]oxy}methyl)-3-azabicyclo[3.1.0]hexane CC(C)C1=NNC(=C1)C(=O)N1C[C@H]2C([C@H]2C1)COC=1C(=NC=CC1)C(F)(F)F